1-methyl-3-octyl-imidazolium hexafluorophosphate F[P-](F)(F)(F)(F)F.CN1C=[N+](C=C1)CCCCCCCC